ClC1=C(C(=CC=C1)F)N1C=2N(C3=C(C1=O)C=NC(=N3)SC)CCN2 6-(2-chloro-6-fluorophenyl)-2-(methylthio)-8,9-dihydroimidazo[1,2-a]pyrimido[5,4-e]pyrimidin-5(6H)-one